benzo[c][1,2,5]selenadiazole-5,6-diamine N=1[Se]N=C2C1C=C(C(=C2)N)N